C1(CC1)C=1C(=CC=2N(N1)C(=CN2)C2=CC(=CC(=N2)N[C@H]2CNC[C@@H]2F)C)OC 6-(6-cyclopropyl-7-methoxyimidazo[1,2-b]pyridazin-3-yl)-N-((3S,4S)-4-fluoropyrrolidin-3-yl)-4-methylpyridin-2-amine